O1CCC(=CC1)C1=NN2C(NC3=C(C2=O)C2(CCN(CC2)C(=O)OC(C)(C)C)C[C@H]3C)=N1 |o1:29| (R or S)-tert-butyl 2-(3,6-dihydro-2H-pyran-4-yl)-5-methyl-8-oxo-4,5,6,8-tetrahydrospiro[cyclopenta[d][1,2,4]triazolo[1,5-a]pyrimidine-7,4'-piperidine]-1'-carboxylate